[Si](C)(C)(C(C)(C)C)OCCCN(C)C 3-((tert-butyldimethylsilyl)oxy)-N,N-dimethylpropan-1-amine